NC=1C(=NON1)N1N=NC(=C1)C(=O)NN=CC1=NC=CC=C1 1-(4-amino-1,2,5-oxadiazol-3-yl)-N'-(pyridin-2-ylmethylene)-1H-1,2,3-triazole-4-carbohydrazide